4-Methyl-N-[(1S)-1-(2-amino-2-oxo-ethyl)prop-2-ynyl]-1-[1-[4-(trifluoro-methoxy)-phenyl]-cyclopropanecarbonyl]pyrrolidine-2-carboxamide CC1CC(N(C1)C(=O)C1(CC1)C1=CC=C(C=C1)OC(F)(F)F)C(=O)N[C@H](C#C)CC(=O)N